ClC1=C(N(C(=C1C=O)C)C=1SC(=CC1)C)C 2-(3-chloro-4-formyl-2,5-dimethyl-1H-pyrrol-1-yl)-5-methylthiophene